4-Amino-N-(1-((3-chloro-2-fluorophenyl)amino)-6-methylisoquinolin-5-yl)-5-fluoroquinazoline-8-Formamide NC1=NC=NC2=C(C=CC(=C12)F)C(=O)NC1=C2C=CN=C(C2=CC=C1C)NC1=C(C(=CC=C1)Cl)F